1,2-dimethoxypropane erbium [Er].COCC(C)OC